1-n-octyl-2,2,6,6-tetramethyl-piperidine C(CCCCCCC)N1C(CCCC1(C)C)(C)C